4-((5-amino-4-oxopentanoyl)oxy)benzyl 5-amino-4-oxopentanoate 2HCl Cl.Cl.NCC(CCC(=O)OCC1=CC=C(C=C1)OC(CCC(CN)=O)=O)=O